6-(4-((4-bromo-2-(2,6-dioxopiperidin-3-yl)-1,3-dioxoisoindolin-5-yl)methyl)piperazine-1-yl)-N-((1r,3r)-3-(3-chloro-4-cyanophenoxy)-2,2,4,4-tetramethylcyclobutyl)nicotinamide BrC1=C2C(N(C(C2=CC=C1CN1CCN(CC1)C1=NC=C(C(=O)NC2C(C(C2(C)C)OC2=CC(=C(C=C2)C#N)Cl)(C)C)C=C1)=O)C1C(NC(CC1)=O)=O)=O